C(C)S(=O)(=O)C=1C(=NC=C(C1)C1=CC=C(C=C1)F)C=1COC2=CC(=CC=C2C1)C(F)(F)F 3-[3-ethylsulfonyl-5-(4-fluorophenyl)-2-pyridyl]-7-(trifluoromethyl)chromen